ClC1=C(C=C(C(=C1)F)N1C(N(C(=CC1=O)C(F)(F)F)C)=O)\C=N\O[C@H](C(=O)OC)C methyl (2S)-2-{[(E)-({2-chloro-4-fluoro-5-[3-methyl-2,6-dioxo-4-(trifluoromethyl)-3,6-dihydropyrimidine-1(2H)-yl]phenyl}methylidene)amino]oxy}propanoate